1,4-bis(p-aminophenoxy)butane NC1=CC=C(OCCCCOC2=CC=C(C=C2)N)C=C1